tris(diethylamino)-4-vinylphenylsilane C(C)N(CC)[Si](C1=CC=C(C=C1)C=C)(N(CC)CC)N(CC)CC